2-(Nonyl((9Z,12Z)-octadeca-9,12-dien-1-yl)amino)ethan-1-ol C(CCCCCCCC)N(CCO)CCCCCCCC\C=C/C\C=C/CCCCC